FC=1C=C2C(=C(/C(/C2=CC1)=C/C1=CC(=CC=C1)C1(SCCS1)C1=CC=CC=C1)C)CC(=O)O (Z)-2-(5-Fluoro-2-methyl-1-(3-(2-phenyl-1,3-dithiolan-2-yl)benzylidene)-1H-inden-3-yl)acetic acid